N-(3-methoxybenzyl)-N-(3-morpholinobenzyl)-4-((2-morpholinoethoxy)methyl)thiazol-2-amine COC=1C=C(CN(C=2SC=C(N2)COCCN2CCOCC2)CC2=CC(=CC=C2)N2CCOCC2)C=CC1